C(C1=CC=CC=C1)OC=1C=C(C=CC1OC1=CC=CC=C1)NC(=O)NC 1-[3-(benzyloxy)-4-phenoxyphenyl]-3-methylurea